FC(CN1[C@@H](C2=CC=C3C(=C2C[C@H]1C)C=NN3)C3=C(C=C(C=C3)NC3CN(C3)CCCF)OC)(C)C N-(4-((6s,8r)-7-(2-fluoro-2-methylpropyl)-8-methyl-6,7,8,9-tetrahydro-3H-pyrazolo[4,3-f]isoquinolin-6-yl)-3-methoxyphenyl)-1-(3-fluoropropyl)azetidin-3-amine